4-(4-chlorophenyl)-8-phenyl-5,8-dihydrodifurano[3,4-b:3',4'-e]pyridine-1,7(3H,4H)-dione ClC1=CC=C(C=C1)N1C2=C(C(C3=C1COC3=O)C3=CC=CC=C3)C(OC2)=O